ethyl-methyl-aminosilane C(C)[SiH](N)C